OC1=CC2=C([C@H]3C=4C=CC=CC4CN[C@@H]3CC2)C=C1O (6aR,12bS)-(+)-10,11-dihydroxy-5,6,6a,7,8,12b-hexahydro-benzo[a]phenanthridine